5-{3-[(5-Aminopentyl)amino]-4-(trifluoromethyl)phenyl}-1,3,4-oxadiazol-2(3H)-one NCCCCCNC=1C=C(C=CC1C(F)(F)F)C1=NNC(O1)=O